COC(C[C@H](C1=CC=CC=C1)C#N)=O (R)-3-cyano-3-phenylpropionic acid methyl ester